CN(CC(COCCCCCCCC\C=C/C\C=C/CCCCC)OC(CCC)O[C@@H]1CC2=CC[C@H]3[C@@H]4CC[C@H]([C@@H](CCCC(C)C)C)[C@]4(CC[C@@H]3[C@]2(CC1)C)C)C 3-dimethylamino-2-(cholest-5-en-3beta-oxybut-4-oxy)-1-(cis,cis-9,12-octadecadienyloxy)propane